Acetyl-L-threonine methyl ester COC([C@@H](NC(C)=O)[C@H](O)C)=O